N-({(5R)-3-[4'-(1,3-Dimethylazetidine-3-sulfonyl)-2-fluoro[1,1'-biphenyl]-4-yl]-4,5-dihydro-1,2-oxazol-5-yl}methyl)-1-methylcyclopropane-1-carboxamide CN1CC(C1)(S(=O)(=O)C1=CC=C(C=C1)C1=C(C=C(C=C1)C1=NO[C@H](C1)CNC(=O)C1(CC1)C)F)C